tetrahydro-3-methylthiophene 1,1-dioxide CC1CS(CC1)(=O)=O